8-(2-Fluorobenzyl)-2-methyl-6-(3-(trifluoromethyl)-1H-1,2,4-triazol-5-yl)imidazo[1,2-a]pyrazine FC1=C(CC=2C=3N(C=C(N2)C2=NC(=NN2)C(F)(F)F)C=C(N3)C)C=CC=C1